(3R)-3-(2-chlorothiazol-5-yl)-8-methyl-5-oxo-6-phenyl-2,3-dihydrothiazolo-[3,2-a]pyrimidin-8-ium-7-olate ClC=1SC(=CN1)[C@H]1CSC=2N1C(C(=C([N+]2C)[O-])C2=CC=CC=C2)=O